FC=1C(=C(N)C(=CC1F)C1=CC(=NC=C1)F)C(C)C 3,4-difluoro-6-(2-fluoropyridin-4-yl)-2-isopropylaniline